CCC 1-Methylethane